NC1=C2N=CN(C2=NC=N1)C[C@@H](C)OCP(OCCOCCCCCCCCCCCCCCCC(C(F)(F)F)(F)F)(O)=O 2-((16,16,17,17,17-pentafluoroheptadecyl)oxy)ethyl hydrogen ((((R)-1-(6-amino-9H-purin-9-yl)propan-2-yl)oxy)methyl)phosphonate